C(C(=C)C)(=O)OCCC[Si](OCC)(OCC)C 3-methacryloxypropyl-(methyl)diethoxysilane